6-hydroxy-5'-methyl-4-pentyl-2'-(prop-1-en-2-yl)-1',2',3',4'-tetrahydro-[1,1'-biphenyl]-2-yl methyl cyclopentylphosphonate C1(CCCC1)P(OC1=C(C(=CC(=C1)CCCCC)O)C1C(CCC(=C1)C)C(=C)C)(OC)=O